CC1=C(C(=O)P(C2=CC=CC=C2)(C(C2=C(C=C(C=C2C)C)C)=O)=O)C(=CC(=C1)C)C Bis(2,4,6-TRIMETHYL-BENZOYL)-phenylphosphine oxide